4-bromo-1-(difluoromethyl)-2-fluorobenzene BrC1=CC(=C(C=C1)C(F)F)F